N-(2-aminoethyl)-3-{2-cyano-1-[4-(7H-pyrrolo[2,3-d]pyrimidin-4-yl)-1H-pyrazol-1-yl]ethyl}benzamide Bistrifluoroacetate FC(C(=O)O)(F)F.FC(C(=O)O)(F)F.NCCNC(C1=CC(=CC=C1)C(CC#N)N1N=CC(=C1)C=1C2=C(N=CN1)NC=C2)=O